FC(C1=CC=C(C=N1)B(O)O)F (6-(difluoromethyl)pyridin-3-yl)boronic acid